1-aminobenzoazole NN1C=CC2=C1C=CC=C2